2-chloro-5-methoxy-2,3-dihydro-1H-inden-1-one ClC1C(C2=CC=C(C=C2C1)OC)=O